C(C)OP(=O)(C1=CC=CC=C1)C(C1=C(C=C(C=C1C)C)C)=O Ethyl-(2,4,6-Trimethylbenzoyl)phenylphosphinat